N[C@H](C)C=1C=C(C=C2C(C=C(OC12)C=1C=NC=CC1)=O)C 8-[(1R)-1-Aminoethyl]-6-methyl-2-(3-pyridyl)-chromen-4-one